methyl N-[5-[6-[(4-chloro-3-methoxy-phenyl)-(cyanomethyl)carbamoyl]imidazo[1,2-a]pyrazin-3-yl]-2-pyridyl]carbamate ClC1=C(C=C(C=C1)N(C(=O)C=1N=CC=2N(C1)C(=CN2)C=2C=CC(=NC2)NC(OC)=O)CC#N)OC